ClC1=C(C=CC(=C1NC=1C(=C2C(N(C=NC2=CC1)C)=O)C)F)N(S(=O)(=O)CCOC)S(=O)(=O)CCOC N-(2-chloro-3-((3,5-dimethyl-4-oxo-3,4-dihydroquinazolin-6-yl)amino)-4-fluorophenyl)-2-methoxy-N-((2-methoxyethyl)sulfonyl)ethane-1-sulfonamide